BrC1=CC=C(C=C1)N1CCN(CC1)C1=NC=C(C#N)C=C1 6-(4-(4-bromophenyl)piperazin-1-yl)nicotinonitrile